FC1=C(C(=CC=C1)F)C1=NC(=C2N1C=CNC2=O)NC2=CC=C(C=C2)C(C(=O)N2CCN(CC2)C)(C)C 3-(2,6-difluorophenyl)-1-((4-(2-methyl-1-(4-methylpiperazin-1-yl)-1-oxopropan-2-yl)phenyl)amino)imidazo[1,5-a]pyrazin-8(7H)-one